iodo-N-methyl-N-(pyridin-2-ylmethyl)aniline IC1=C(N(CC2=NC=CC=C2)C)C=CC=C1